C(C)(=O)N[C@@H](C(C)C)C(=O)N[C@@H](CCCNC(N)=O)C(=O)N N-acetyl-L-valyl-N5-carbamoyl-L-ornithineamide